(R)-3-methylamino-1-phenylpropanol CNCC[C@@H](O)C1=CC=CC=C1